CS(=O)(=O)C1(C(C1)\C=C\[N+](=O)[O-])S(=O)(=O)C 1,1-dimethyl-sulfonyl-2-(trans-2-nitrovinyl)cyclopropane